BrC=1C=C(C=CC1)N1CC(CC1)NS(=O)(=O)C1=CC=C(C=C1)OC(F)(F)F N-(1-(3-bromophenyl)pyrrolidin-3-yl)-4-(trifluoromethoxy)benzenesulfonamide